C(C)(C)(C)C=1C=C(C(=O)OCCCCCCCCCCCCCCCC)C=C(C1O)C(C)(C)C hexadecyl 3,5-di-tert-butyl-4-hydroxybenzoate